N(=C=O)[C@@H]1[C@H](C1)C1=CC=CC=C1 [(1R,2S)-2-isocyanatocyclopropyl]benzene